ClC=1C=C(CN2CC(C2)C(C)(C)O)C=CC1N1C=NC(=C1)C1=NC(=NC=C1C(F)(F)F)NC1CCN(CC1)S(=O)(=O)C 2-(1-(3-Chloro-4-(4-(2-((1-(methyl-sulfonyl)piperidin-4-yl)amino)-5-(trifluoromethyl)-pyrimidin-4-yl)-1H-imidazol-1-yl)-benzyl)azetidin-3-yl)propan-2-ol